2-amino-7-((7-(dimethylamino)naphthalene-2-yl)oxy)-1,2,3,4-tetrahydronaphthalene-2-carboxylic acid NC1(CC2=CC(=CC=C2CC1)OC1=CC2=CC(=CC=C2C=C1)N(C)C)C(=O)O